C(CCCN(S(NCC1=CC=C(C=C1)OC(C1=CC=C(C=C1)NC(=N)N)=O)(=O)=O)[C@H](C(=O)O)CC(=O)O)N(S(NCC1=CC=C(C=C1)OC(C1=CC=C(C=C1)NC(=N)N)=O)(=O)=O)[C@H](C(=O)O)CC(=O)O (2S,2'S)-2,2'-(butane-1,4-diylbis((N-(4-((4-guanidinobenzoyl)oxy)benzyl)sulfamoyl)azanediyl))disuccinic acid